5-(3-bromo-4,5-dihydroisoxazol-5-yl)-N-(4-chlorophenethyl)pyrimidin-2-amine BrC1=NOC(C1)C=1C=NC(=NC1)NCCC1=CC=C(C=C1)Cl